2-(4-cyclopropyl-6-methoxy-pyrimidin-5-yl)-4-[[5-fluoro-6-[1-isopropyl-4-(trifluoromethyl)imidazol-2-yl]-3-pyridyl]methoxy]-5-methoxy-pyrimidine C1(CC1)C1=NC=NC(=C1C1=NC=C(C(=N1)OCC=1C=NC(=C(C1)F)C=1N(C=C(N1)C(F)(F)F)C(C)C)OC)OC